Cl[Ru-6](=CC1=C(C=CC=C1)OC(C)C)(=C1N(CCN1C1=C(C=C(C=C1C)C)C)C1=C(C=C(C=C1C)C)C)(=C1N(CCN1C1=C(C=C(C=C1C)C)C)C1=C(C=C(C=C1C)C)C)Cl Dichlorobis[1,3-bis(2,4,6-trimethylphenyl)-2-imidazolidinylidene](2-isopropoxyphenylmethylene)ruthenium (II)